FC1=CC(=CC=2NC(=NC21)C2=NNC1=CC=CC=C21)F 3-(4,6-difluoro-1H-benzimidazol-2-yl)-1H-indazol